[O-]S(=O)(=O)C(F)(F)F.C(CCCCCCCCCCC)[N+]1=CC=C(C=C1)CCC 1-Dodecyl-4-propylpyridinium triflate